BrC=1C(=NC(=NC1)NC1=CC(=C2C=NN(C2=C1)C)C)NC1=C(C=CC=C1)CS(=O)(=O)N (2-((5-bromo-2-((1,4-dimethyl-1H-indazol-6-yl)amino)pyrimidine-4-yl)amino)phenyl)methylsulfonamide